1-(3-(3-chlorophenyl)-1-(2,2-difluoroethyl)-1H-indazol-5-yl)-5-oxopyrrolidine-3-carboxylic acid ClC=1C=C(C=CC1)C1=NN(C2=CC=C(C=C12)N1CC(CC1=O)C(=O)O)CC(F)F